C(C)(C)(C)C1=CC2=C(N(C3=C(N=C2C2=CC=CC=C2)C=CC=C3)C)C=C1 2-(tert-butyl)-5-methyl-11-phenyl-5H-dibenzo[b,e][1,4]diazepine